(R,E)-N-(1-(3-(difluoromethyl)-2-fluorophenyl)ethylidene)-2-methylpropane-2-sulfinamide FC(C=1C(=C(C=CC1)\C(\C)=N\[S@](=O)C(C)(C)C)F)F